FC=1C=C(C#N)C=C(C1)C1=COC=2C1=NC=C(C2)C2=CC=C(C=C2)N2CCN(CC2)C 3-fluoro-5-(6-(4-(4-methylpiperazin-1-yl)phenyl)furo[3,2-b]pyridin-3-yl)benzonitrile